COC1=CC=C(C=N1)OC1N(CCC1)C1(CN=CC=C1)C=1C=CC=2N(C1)N=CC2C#N 6-(3-(((6-methoxypyridin-3-yl)oxy)pyrrolidin-1-yl)pyridin-3-yl)pyrazolo[1,5-a]pyridine-3-carbonitrile